N-(6-((S)-2-((S)-1-((S)-2-cyclohexyl-2-((S)-2-(methylamino)propanamido)acetyl)pyrrolidine-2-carboxamido)-3,3-diphenylpropanamido)hexyl)-2-morpholinobenzo[d]thiazole-4-carboxamide C1(CCCCC1)[C@@H](C(=O)N1[C@@H](CCC1)C(=O)N[C@H](C(=O)NCCCCCCNC(=O)C=1C=CC=C2C1N=C(S2)N2CCOCC2)C(C2=CC=CC=C2)C2=CC=CC=C2)NC([C@H](C)NC)=O